(E)-5-(3-(4-(3-(aminomethyl)phenyl)piperidin-1-yl)-3-oxoprop-1-enyl)-2-hydroxybenzamide NCC=1C=C(C=CC1)C1CCN(CC1)C(/C=C/C=1C=CC(=C(C(=O)N)C1)O)=O